N-(3-(trifluoromethyl)benzyl)benzenesulfonamide FC(C=1C=C(CNS(=O)(=O)C2=CC=CC=C2)C=CC1)(F)F